NC1=C(C2=C(C=C1C1=C3C=NNC3=CC=C1C)C1=NC(=CC=C1O2)NCCOC)C#N 7-amino-2-((2-methoxyethyl)amino)-8-(5-methyl-1H-indazol-4-yl)benzofuro[3,2-b]pyridine-6-carbonitrile